7-(3,4-dichlorobenzoyl)-2-(4-isopropoxyphenyl)-3-oxo-N-[rac-(1R)-1-phenylethyl]-6,8-dihydro-5H-imidazo[1,5-a]pyrazine-1-carboxamide ClC=1C=C(C(=O)N2CC=3N(CC2)C(N(C3C(=O)N[C@H](C)C3=CC=CC=C3)C3=CC=C(C=C3)OC(C)C)=O)C=CC1Cl |r|